2-((1s,2r)-1-(2-cyanophenyl)-1-(3,4-difluorophenyl)propan-2-yl)-5-hydroxy-N-(isoxazol-4-yl)-1-methyl-6-oxo-1,6-dihydropyrimidine-4-carboxamide C(#N)C1=C(C=CC=C1)[C@@H]([C@@H](C)C=1N(C(C(=C(N1)C(=O)NC=1C=NOC1)O)=O)C)C1=CC(=C(C=C1)F)F